FC=1C=C(C=CC1)N(C1=NC(=NC2=CC(=CC=C12)[N+](=O)[O-])NN)C N-(3-fluorophenyl)-2-hydrazino-N-methyl-7-nitroquinazolin-4-amine